nonafluorotertiary butyl alcohol FC(C(C(F)(F)F)(C(F)(F)F)O)(F)F